2,3,5,6-tetraamino-p-benzoquinone NC=1C(C(=C(C(C1N)=O)N)N)=O